2-methyl-9,10-bis(2-naphthoyloxy)anthracene CC1=CC2=C(C3=CC=CC=C3C(=C2C=C1)OC(=O)C1=CC2=CC=CC=C2C=C1)OC(=O)C1=CC2=CC=CC=C2C=C1